N2-(1H-benzo[d][1,2,3]triazol-5-yl)-N4-(furan-2-ylmethyl)quinazoline-2,4-diamine N1N=NC2=C1C=CC(=C2)NC2=NC1=CC=CC=C1C(=N2)NCC=2OC=CC2